NC1=NC=CC2=CC=C(C=C12)N1CC(CC1)C(=O)N1CCCC1 (1-(1-aminoisoquinolin-7-yl)pyrrolidin-3-yl)(pyrrolidin-1-yl)methanone